methyl 1-(2,4-difluorophenyl)-1,2,4-triazole-3-carboxylate FC1=C(C=CC(=C1)F)N1N=C(N=C1)C(=O)OC